C(C)(=O)OCC(=O)NC=1C(=C(C2=C(OCCO2)C1[N+](=O)[O-])C(=O)OC)Br Methyl 7-(2-acetoxyacetamido)-6-bromo-8-nitro-2,3-dihydrobenzo[b][1,4]dioxine-5-carboxylate